1-[(8aS)-6-Chloro-4-fluoro-5-(5-methyl-1H-benzimidazol-4-yl)-8a,9,11,12-tetrahydropyrazino[2',1':3,4][1,4]oxazepino[5,6,7-de]quinazolin-10(8H)-yl]prop-2-en-1-one ClC1=C2C3=C(N=CN=C3C(=C1C1=C(C=CC=3NC=NC31)C)F)N3[C@H](CO2)CN(CC3)C(C=C)=O